COC=1C=C(CNC=2C=3N(C4=CC(=C(C=C4N2)F)C(CC2COCC4=NC(=CC=C42)C(F)(F)F)O)C=NC3)C=CC1OC 1-(4-((3,4-dimethoxybenzyl)amino)-7-fluoroimidazo[1,5-a]quinoxalin-8-yl)-2-(2-(trifluoromethyl)-5,8-dihydro-6H-pyrano[3,4-b]pyridin-5-yl)ethan-1-ol